N[C@H](C(=O)N1CCC(CC1)S(=O)(=O)C1=CC=C(C=C1)F)CC1=CC(=C(C=C1)OC=1C2=C(N=CN1)NC=C2C)F (S)-2-amino-3-(3-fluoro-4-((5-methyl-7H-pyrrolo[2,3-d]pyrimidin-4-yl)oxy)phenyl)-1-(4-((4-fluorophenyl)sulfonyl)piperidin-1-yl)propan-1-one